P(=O)(OCC(CCl)Cl)(OCC(CCl)Cl)[O-] bis(2,3-dichloropropyl) phosphate